6-(3-{3-[(tert-butylamino)methyl]pyrrolidin-1-yl}-1,2,4-triazin-6-yl)-2-methyl-1,3-benzoxazol-5-ol C(C)(C)(C)NCC1CN(CC1)C=1N=NC(=CN1)C1=CC2=C(N=C(O2)C)C=C1O